BrC=1C(=C2C(=NC1)N(CC2(CCOS(=O)(=O)C)CCOS(=O)(=O)C)C(=O)OC(C)(C)C)Cl tert-butyl 5-bromo-4-chloro-3,3-bis(2-methylsulfonyloxyethyl)-2,3-dihydro-1H-pyrrolo[2,3-b]pyridine-1-carboxylate